3-((tert-butoxycarbonyl)amino)-2-hydroxypropionic acid C(C)(C)(C)OC(=O)NCC(C(=O)O)O